ClC=1C=CC(=C(C(=O)N[C@@H](C(=O)N2CCC3(C(C(N(C3=O)C)=O)C3=CC=CC=C3)CC2)C(C)C)C1)F 5-chloro-2-fluoro-N-((2R)-3-methyl-1-(2-methyl-1,3-dioxo-4-phenyl-2,8-diazaspiro[4.5]decan-8-yl)-1-oxobutan-2-yl)benzamide